C(C)OC(C[C@@H](C1=CC(=C(C=C1)OC)Br)N([C@H](C)C1=CC=CC=C1)CC1=CC=CC=C1)=O (S)-3-(benzyl-((R)-1-phenylethyl)amino)-3-(3-bromo-4-methoxyphenyl)propanoic acid ethyl ester